tert-Butyl N-[(1R)-2-[4-[1-(benzenesulfonyl)pyrrolo[2,3-b]pyridin-4-yl]anilino]-1-(cyclopropylmethyl)-2-oxo-ethyl]carbamate C1(=CC=CC=C1)S(=O)(=O)N1C=CC=2C1=NC=CC2C2=CC=C(NC([C@@H](CC1CC1)NC(OC(C)(C)C)=O)=O)C=C2